4-((3-hydroxypropyl)amino)benzonitrile OCCCNC1=CC=C(C#N)C=C1